[NH4+].C(CC)(O)O propanediol ammonium